[K].C(C)N(C(C)=O)C1CCC(CC1)S(NC(NC1=C2CCCC2=CC=2CCCC12)=O)(=O)=O N-Ethyl-N-(4-(N-((1,2,3,5,6,7-hexahydro-s-indacen-4-yl)carbamoyl)sulfamoyl)cyclohexyl)acetamide, potassium salt